Cl.Cl.CN1CC2(CCC1)CCNCC2 2-methyl-2,9-diazaspiro[5.5]undecane dihydrochloride